3,3-dimethyl-4,4-biphenyldiamine CC1(C=C(C=CC1(N)N)C1=CC=CC=C1)C